OC1C2N(C(C3=C(N1C(=O)[O-])C=CC(=C3)OC)=O)CC3(CC3)C2 11-hydroxy-7-methoxy-5-oxo-11,11a-dihydro-1H,3H-spiro[benzo[e]pyrrolo[1,2-a][1,4]diazepine-2,1'-cyclopropane]-10(5H)-carboxylate